C(C)N(C1=CC(=C(C=C1)C(\C=C\C1=CC=C(C=C1)OC)=O)O)CC (E)-1-[4-(Diethylamino)-2-hydroxyphenyl]-3-(4-methoxyphenyl)prop-2-en-1-one